(S)-2-(3-chloro-6-oxo-4-(trifluoromethyl)pyridazin-1(6H)-yl)-4-methylpentanoic acid methyl ester COC([C@H](CC(C)C)N1N=C(C(=CC1=O)C(F)(F)F)Cl)=O